N1CC(C1)CC(=O)NCC1=CC(=CC=C1)F 2-(azetidin-3-yl)-N-(3-fluorobenzyl)acetamide